ClC1=C(C(C(=O)O)=C(C=C1)Cl)OC 3,6-dichloroo-anisoic acid